α-D-galacturonic acid benzyl ester C(C1=CC=CC=C1)OC([C@@H]1[C@@H]([C@@H]([C@H]([C@@H](O)O1)O)O)O)=O